5-fluoro-N-((3R,4R)-4-((4-(trifluoromethyl)benzyl)oxy)pyrrolidin-3-yl)pyrimidin-2-amine FC=1C=NC(=NC1)N[C@@H]1CNC[C@H]1OCC1=CC=C(C=C1)C(F)(F)F